P(=O)(OC1(CCCCC1)C)(O)O 1-methylcyclohexyl dihydrogen phosphate